IC(C(=O)[O-])(C(=O)[O-])Br.C(C)[N+](C)(CC)CC.C(C)[N+](CC)(CC)C triethylmethyl-ammonium iodobromomalonate